3-aminophenyl-alanine NC=1C=C(C=CC1)N[C@@H](C)C(=O)O